COC(=O)C=1C(=NC(=NC1S(=O)(=O)C)Cl)Cl 2,4-dichloro-6-methylsulfonyl-pyrimidine-5-carboxylic acid methyl ester